2,4-diisocyanatopyridine N(=C=O)C1=NC=CC(=C1)N=C=O